O=C1CC[C@H](N1CC1=C(C(=CC(=C1)F)F)F)CC(=O)N[C@@H](C(C)C)C(=O)OCC=C Allyl (2-((S)-5-oxo-1-(2,3,5-trifluorobenzyl)pyrrolidin-2-yl)acetyl)-L-valinate